C1(CC1)OC1=CC=C(C=N1)CN1C2CN(CC1C2)C2=CC=C(C=N2)C=2C=1N(C=C(C2)N2CC(C2)C(C)(C)O)N=CC1C#N 4-(6-(6-((6-Cyclopropoxypyridin-3-yl)methyl)-3,6-diazabicyclo[3.1.1]heptan-3-yl)pyridin-3-yl)-6-(3-(2-hydroxypropan-2-yl)azetidin-1-yl)pyrazolo[1,5-a]pyridine-3-carbonitrile